CC1(C(=CN=N1)N)N 5-methyl-4,5-diamino-pyrazole